(Z)-5-(6-(2-(2-(9-(cyclopropylmethyl)-2,9-diazaspiro[5.5]undecan-2-yl)-4-(2,3-difluorophenoxy)-3-(trifluoromethyl)phenyl)-1-fluorovinyl)pyrazin-2-yl)isothiazole C1(CC1)CN1CCC2(CCCN(C2)C2=C(C=CC(=C2C(F)(F)F)OC2=C(C(=CC=C2)F)F)\C=C(/F)\C2=CN=CC(=N2)C2=CC=NS2)CC1